BrC=1C=CC(=C(C1)B1OC(C(O1)(C)C)(C)C)OC(F)(F)F 2-[5-bromo-2-(trifluoromethoxy)phenyl]-4,4,5,5-tetramethyl-1,3,2-dioxaborolane